C(CCC)OC(=O)C1=C2C(=NC(=N1)N)N(N=C2C2=CC=C(C=C2)OC2=CC=CC=C2)[C@H]2CN(CCC2)C(C=C)=O 1-[(3R)-3-[4-(butoxycarbonyl)-amino-3-(4-phenoxyphenyl)-1H-pyrazolo[3,4-D]pyrimidin-1-yl]-1-piperidyl]-2-propen-1-one